5-ethyl-2-(4-ethyl-3,5-dimethylpyrazol-1-yl)-4,6-dimethylpyrimidine C(C)C=1C(=NC(=NC1C)N1N=C(C(=C1C)CC)C)C